C(C)OC(=O)C=1C=2N(C=C(C1)C1CC1)C=C(N2)CO 6-cyclopropyl-2-(hydroxymethyl)imidazo[1,2-a]Pyridine-8-carboxylic acid ethyl ester